C1(=CCC(CC1)C(CO)C)C para-menth-1-ene-9-ol